[5-(5,6-Dimethoxypyridin-3-yl)-1H-7-azaindazol-3-yl]morpholine COC=1C=C(C=NC1OC)C=1C=C2C(=NNC2=NC1)N1CCOCC1